tert-butyl 4-[2-[2-[2-(3-benzyloxy-phenoxy)ethoxy]ethoxy]ethoxy]piperidine-1-carboxylate C(C1=CC=CC=C1)OC=1C=C(OCCOCCOCCOC2CCN(CC2)C(=O)OC(C)(C)C)C=CC1